butyric acid 2-methyl-4-oxo-4H-pyran-3-yl ester CC=1OC=CC(C1OC(CCC)=O)=O